tert-butyl N-[rac-(1R,3S)-3-[6-chloro-2-(3-fluoro-2-pyridyl)imidazo[4,5-c]pyridin-3-yl]cyclohexyl]carbamate ClC1=CC2=C(C=N1)N(C(=N2)C2=NC=CC=C2F)[C@@H]2C[C@@H](CCC2)NC(OC(C)(C)C)=O |r|